2-(6-(((1S,3S,4S,5R)-4-fluoro-1,7-dimethyl-9-azabicyclo[3.3.1]nonan-3-yl)oxy)-1,2,4-triazin-3-yl)-5-(1H-imidazol-1-yl)phenol F[C@@H]1[C@H](C[C@@]2(CC(C[C@H]1N2)C)C)OC2=CN=C(N=N2)C2=C(C=C(C=C2)N2C=NC=C2)O